N1=CC=CC=2CCC/C(/C12)=N/NC(=S)N1C[C@@H]2CN(C[C@@H]2C1)C1=NC=CC=C1 (3aR,6aS)-N'-((Z)-6,7-dihydroquinolin-8(5H)-ylidene)-5-(pyridin-2-yl)hexahydropyrrolo[3,4-c]pyrrole-2(1H)-thiohydrazide